P(=S)([O-])([O-])O.[Mg+2] magnesium monothiophosphate